N-(2-ethylhexyl)-allylbicyclo[2.2.1]hept-5-ene-2,3-dicarboximide C(C)C(CN1C(=O)C2C3(C=CC(C2C1=O)C3)CC=C)CCCC